COC1=C(C=CC(=C1)B1OC(C(O1)(C)C)(C)C)NC(OC(C)(C)C)=O tert-butyl (2-methoxy-4-(4,4,5,5-tetramethyl-1,3,2-dioxaborolan-2-yl)phenyl)carbamate